C1CCC2=NC3=C(C(=C21)NC(=O)N=S(=O)(N)C=2N=C(SC2)C(C)(C)O)CCC3 N'-((1,2,3,5,6,7-hexahydrodicyclopenta[b,e]pyridin-8-yl)carbamoyl)-2-(2-hydroxypropan-2-yl)thiazole-4-sulfonimidamide